C(C)(C)(C)OC(=O)NC1=CC=NC=2CCN(C(C12)C)C(=O)OC(C)(C)C tert-butyl 4-((tert-butoxycarbonyl)amino)-5-methyl-7,8-dihydro-1,6-naphthyridine-6(5H)-carboxylate